(1R)-(-)-1-aminomethyl-1,2,3,4-tetrahydroisoquinoline oxalate salt C(C(=O)O)(=O)O.NC[C@@H]1NCCC2=CC=CC=C12